4-[2,6-difluoro-4-(3-hydroxymethyl-thiophen-2-yl)-phenoxy]-butyric acid ethyl ester C(C)OC(CCCOC1=C(C=C(C=C1F)C=1SC=CC1CO)F)=O